(2R,5S)-2-(1-(4-bromophenyl)-3-(4-fluorophenyl)-1H-pyrazol-4-yl)-3-(3,4-diaminophenylethyl)-5-methyloxazolidin-4-one BrC1=CC=C(C=C1)N1N=C(C(=C1)[C@H]1O[C@H](C(N1CCC1=CC(=C(C=C1)N)N)=O)C)C1=CC=C(C=C1)F